ClC=1C=C(N)C=C(C1C)CN1CCC(CC1)N1CCOCC1 3-chloro-4-methyl-5-((4-morpholinopiperidin-1-yl)methyl)aniline